ClC1=C(C(=C(N)C=C1)C=1C=NC(=CC1)C(CC([2H])([2H])OC([2H])([2H])[2H])N1N=CC(=C1)C=1N(N=CC1)C(F)F)F 4-Chloro-2-(6-(1-(2-(difluoromethyl)-1'H,2H-[3,4'-bipyrazol]-1'-yl)-3-(methoxy-d3)propyl-3,3-d2)pyridin-3-yl)-3-fluoroaniline